C(CCCCCCCCCCC)OC=1C=C(CO)C=C(C1OCCCCCCCCCCCC)OCCCCCCCCCCCC 3,4,5-tri(dodecyloxy)benzyl alcohol